N-(1-(1-(2,4-bis(trifluoromethyl)phenyl)ethyl)-1H-pyrazol-4-yl)-5-(2-methoxyphenyl)isoxazole-3-carboxamide FC(C1=C(C=CC(=C1)C(F)(F)F)C(C)N1N=CC(=C1)NC(=O)C1=NOC(=C1)C1=C(C=CC=C1)OC)(F)F